2-(5-bromo-2-methyl-pyrazol-3-yl)ethynyl-trimethyl-silane BrC=1C=C(N(N1)C)C#C[Si](C)(C)C